FC=1C=C2C3=C(NC2=CC1)C(=NCC3)C 6-Fluoro-1-methyl-4,9-dihydro-3H-pyrido[3,4-b]indole